CC1=C(C=C(C=C1)N)N Tolylendiamin